(R or S)-2-fluoro-N-[6-(1-hydroxyethyl)-2-phenyl-2H-pyrazolo[4,3-c]pyridin-3-yl]-5-pyrimidin-2-yl-4-(trifluoromethyl)benzamide FC1=C(C(=O)NC=2N(N=C3C2C=NC(=C3)[C@@H](C)O)C3=CC=CC=C3)C=C(C(=C1)C(F)(F)F)C1=NC=CC=N1 |o1:15|